(R)-2-(3-(5-(hydroxy(4-isopropylphenyl)(1-methyl-3-(methyl-d3)azetidin-3-yl)methyl)pyridin-3-yl)-1,2,4-oxadiazol-5-yl)propan-2-ol O[C@@](C=1C=C(C=NC1)C1=NOC(=N1)C(C)(C)O)(C1(CN(C1)C)C([2H])([2H])[2H])C1=CC=C(C=C1)C(C)C